C(C1=CC=CC=C1)OCC1=CC=CC=C1 Bis-benzyl ether